tert-butyl 3-(2-(2-((phenylsulfonyl)oxy)ethoxy)ethoxy)propanoate C1(=CC=CC=C1)S(=O)(=O)OCCOCCOCCC(=O)OC(C)(C)C